N1=CC(=CC=C1)OCC1=CC=C(OC2CN(C2)C=2C=CC=C(C2C2=CC=CC=C2)C(=O)OC)C=C1 methyl 6-(3-(4-((pyridin-3-yloxy) methyl) phenoxy) azetidin-1-yl)-[1,1'-biphenyl]-2-carboxylate